Cl.C1(=CC=CC=C1)C(=C(C1=CC=C(C=C1)OCCN1CCNCC1)C1=CC=C(C=C1)O)CC 4-(2-phenyl-1-(4-(2-(piperazin-1-yl)ethoxy)phenyl)but-1-enyl)phenol hydrochloride